C(CCCC)C=1C(=C(C=CC1)OC(NC1=CC=CC=C1)=O)CCCCC N-phenylcarbamic acid (dipentylphenyl) ester